C1(=CC=CC=C1)[Ge](OCCC#N)(OCCC#N)C1=CC=CC=C1 3,3'-((diphenylgermanediyl)bis(oxy))dipropionitrile